4-((3-methylbutenyl)amino)piperidine CC(C=CNC1CCNCC1)C